3-cyclopropylmethyl-5-[2-(2,6-dichlorophenyl)-5-(4-fluorophenyl)-3H-imidazol-4-yl]-3H-imidazo[4,5-b]pyridin-2-ylamine mesylate S(C)(=O)(=O)O.C1(CC1)CN1C(=NC=2C1=NC(=CC2)C=2NC(=NC2C2=CC=C(C=C2)F)C2=C(C=CC=C2Cl)Cl)N